phosphorus ammonium ammonia N.[NH4+].[P+3]